O=C1NC(CCC1N1C(C2=CC=CC(=C2C1=O)OCC(=O)NCCOCCOCC(CC1(CN=CC=C1)C(=O)N)F)=O)=O 3-[2-[2-[[2-[2-(2,6-dioxo-3-piperidyl)-1,3-dioxo-isoindolin-4-yl]oxyacetyl]amino]ethoxy]ethoxyl-2-fluoro-propyl]pyridine-3-carboxamide